10-oxo-3,4,9,10-tetrahydro-2H-pyrano[2,3-f]quinazolin-5-yl acetate C(C)(=O)OC1=C2C(=C3C(NC=NC3=C1)=O)OCCC2